BrC=1C=CC2=C(NC(S2)=O)C1 5-bromo-2-benzothiazolinone